FC1(C(N(C1)C=1N=C(C2=C(N1)C(CC2)(F)F)N2C[C@@H]1C([C@@H]1C2)CC(=O)O)C)F 2-((1R,5S,6s)-3-(2-(3,3-difluoro-2-methylazetidin-1-yl)-7,7-difluoro-6,7-dihydro-5H-cyclopenta[d]pyrimidin-4-yl)-3-azabicyclo[3.1.0]hex-6-yl)acetic acid